(S)-N-(8,9-difluoro-6-oxo-1,4,5,6-tetrahydro-2H-pyrano[3,4-c]isoquinolin-1-yl)-7-(difluoromethyl)-N-methylindolizine-2-carboxamide FC=1C(=CC=2C3=C(NC(C2C1)=O)COC[C@H]3N(C(=O)C=3C=C1C=C(C=CN1C3)C(F)F)C)F